7-CHLORO-2-CYCLOHEXYL-5-FLUORO-1H-INDOLE-3-CARBOXALDEHYDE ClC=1C=C(C=C2C(=C(NC12)C1CCCCC1)C=O)F